N-(2-ethylamino)-pyridine CCNN1CC=CC=C1